FCC1=NC(=NC(=C1)C(F)(F)F)NC1=NN=NN1CC1=CC=C(C=C1)OC (fluoromethyl)-N-(1-(4-methoxybenzyl)-1H-tetrazol-5-yl)-6-(trifluoromethyl)pyrimidin-2-amine